(1R,3S)-3-(3-{[(2-methyl-1,3-thiazol-5-yl)acetyl]amino}-1H-pyrazol-5-yl)cyclopentyl[(3ξ)-3-methyltetrahydrofuran-3-yl]carbamate CC=1SC(=CN1)CC(=O)NC1=NNC(=C1)[C@@H]1C[C@@H](CC1)N(C([O-])=O)C1(COCC1)C